4-[4-Fluoro-2-(trifluoromethyl)phenoxy]-5,6,7,8-tetrahydro-1,7-naphthyridine FC1=CC(=C(OC2=CC=NC=3CNCCC23)C=C1)C(F)(F)F